[Sb]([O-])([O-])(O)=O.[Na+].[K+] potassium-sodium antimonate